ethyl 4-chloro-2-(trifluoromethyl)imidazo[1,2-a][1,8]naphthyridine-8-carboxylate ClC=1C=2C=CC=3N(C2N=C(C1)C(F)(F)F)C=C(N3)C(=O)OCC